13,16,19,22-Tetraoxa-3,6-diazatricyclo[21.3.1.18,12]octacosa-1(27),2,6,8(28),9,11,23,25-octaene-27,28-diol C1=2C=NCCN=CC=3C=CC=C(OCCOCCOCCOC(=CC=C1)C2O)C3O